(S)-2-(4-(((S)-sec-butyl)amino)-2,6-difluorobenzoylamino)-3-(8-(1,6-dimethyl-2-oxo-4-(trifluoromethyl)-1,2-dihydropyridin-3-yl)quinolin-5-yl)propanoic acid [C@H](C)(CC)NC1=CC(=C(C(=O)N[C@H](C(=O)O)CC2=C3C=CC=NC3=C(C=C2)C=2C(N(C(=CC2C(F)(F)F)C)C)=O)C(=C1)F)F